(3S,6R)-3-(3,4-dichlorophenyl)-6-methyl-piperazin-2-one ClC=1C=C(C=CC1Cl)[C@H]1C(N[C@@H](CN1)C)=O